cerium (III)-cerium (IV) [Ce+4].[Ce+3]